ClC=1C(=NC(=NC1)NC=1C(=NN(C1)C1CC2CCC(C1)N2C)C)NCCCN2C(N(CCCC2)C)=O 1-(3-((5-Chloro-2-((3-methyl-1-(8-methyl-8-azabicyclo[3.2.1]octan-3-yl)-1H-pyrazol-4-yl)amino)pyrimidin-4-yl)amino)propyl)-3-methyl-1,3-diazepan-2-on